6-(4-Methoxypiperidin-1-yl)-2,2-dimethyl-N-(6-(1-methyl-1H-pyrazol-4-yl)pyridin-2-yl)-2,3-dihydrofuro[2,3-b]pyridine-5-carboxamide COC1CCN(CC1)C1=C(C=C2C(=N1)OC(C2)(C)C)C(=O)NC2=NC(=CC=C2)C=2C=NN(C2)C